trilithium benzene C1=CC=CC=C1.[Li].[Li].[Li]